O=C1CCC(=NN1)C(=O)O 6-oxo-1,4,5,6-tetrahydropyridazine-3-carboxylic acid